N-(2H-1,2,3,4-tetrazol-5-ylmethyl)benzamide N=1NN=NC1CNC(C1=CC=CC=C1)=O